Cl.Cl.ClC1=CC=C(C=C1)C=1N=C2N(C=CC=C2)C1CN1CC2COCC(C1)N2 7-{[2-(4-Chlorophenyl)imidazo[1,2-a]pyridin-3-yl]methyl}-3-oxa-7,9-diazabicyclo[3.3.1]-nonan-Dihydrochlorid